4-ethylenedioxy-5-methylthiophene C1OC=2C=C(SC2C)OC1